3-(5-(4-fluorophenyl)-3-(4-(piperazin-1-ylmethyl)phenyl)-3H-imidazo[4,5-b]pyridin-2-yl)pyridin-2-amine FC1=CC=C(C=C1)C1=CC=C2C(=N1)N(C(=N2)C=2C(=NC=CC2)N)C2=CC=C(C=C2)CN2CCNCC2